(S)-Bromomethyl 1,2,2-trimethyl-3-cyclopentenyl ketone C[C@]1(C(C=CC1)(C)C)C(=O)CBr